C(C)SC1=CC2=C(NC(N2)=O)C=C1C1=NC=2C(=NC=C(C2)C(F)(F)F)N1C 5-ethylsulfanyl-6-[3-methyl-6-(trifluoromethyl)imidazo[4,5-b]pyridin-2-yl]-1,3-dihydrobenzimidazol-2-one